(trimethylstannyl)pyrazolo[1,5-a]Pyridine C[Sn](C)(C)C1=NN2C(C=CC=C2)=C1